C(CC)(=O)N1C(=NC(=C1)C1=CC=C(C=C1)C)C1NCCCC1 2-(1-propionyl-4-(p-tolyl)-1H-imidazol-2-yl)piperidin